2-(6-amino-5-cyanopyridin-3-yl)-N-[(1R)-1-(5-fluoropyridin-3-yl)ethyl]-6,7-dihydrospiro[pyrazolo[5,1-c][1,4]oxazine-4,3'-pyrrolidine]-1'-carboxamide NC1=C(C=C(C=N1)C1=NN2C(=C1)C1(CN(CC1)C(=O)N[C@H](C)C=1C=NC=C(C1)F)OCC2)C#N